CC(=CCC)C(CC)C methyl-(1-methylpropyl)-butene